C(C1=CC=CC=C1)N1C2=C(O[C@@H](C1=O)C)N=C(C(=C2)Cl)NC(=O)NC(C)(C)C 1-[(3R)-1-benzyl-7-chloro-3-methyl-2-oxo-3H-pyrido[2,3-b][1,4]oxazin-6-yl]-3-tert-butylurea